4-(2-methyl-1-butyl)butanamide CC(CCCCC(=O)N)CC